N-((2-(6-cyclopropyl-2,3-dihydro-4H-pyrido[3,2-b][1,4]oxazin-4-yl)-1,6-naphthyridin-7-yl)methyl)-3-(methylsulfonyl)benzofuran-5-carboxamide C1(CC1)C=1C=CC=2OCCN(C2N1)C1=NC2=CC(=NC=C2C=C1)CNC(=O)C=1C=CC2=C(C(=CO2)S(=O)(=O)C)C1